[K+].C(C)(C)(C)OC(CC(=O)[O-])=O malonic acid mono-tert-butyl ester potassium salt